NC1=NC(=C2C(=N1)N(N=C2)CC2=C(C=C(C=C2F)N)F)C2=CC(=NC=C2)C#N 4-[6-amino-1-[(4-amino-2,6-difluoro-phenyl)methyl]pyrazolo[3,4-d]pyrimidine-4-yl]pyridine-2-carbonitrile